[C@H]12CC(C[C@H](CC1)N2)OC=2C=C(C(=O)N[C@H](C)C=1C=NC(=NC1)C(F)(F)F)C=C(C2)C=2SC(=CN2)C 3-[(1R,3S,5S)-8-azabicyclo[3.2.1]octan-3-yloxy]-5-(5-methyl-1,3-thiazol-2-yl)-N-[(1R)-1-[2-(trifluoromethyl)pyrimidin-5-yl]ethyl]benzamide